CN1CCC(=CC1)C1=CC=C2N=CC(=NC2=C1)C=1C=NN(C1)CCCCCCN 6-(4-(7-(1-methyl-1,2,3,6-tetrahydropyridin-4-yl)quinoxalin-2-yl)-1H-pyrazol-1-yl)hexan-1-amine